3-[1-[2-((tert-butoxycarbonylamino))ethyl]-4-iodo-imidazol-2-yl]azetidine-1-carboxylic acid benzyl ester C(C1=CC=CC=C1)OC(=O)N1CC(C1)C=1N(C=C(N1)I)CCNC(=O)OC(C)(C)C